tert-butyl N-[(1S)-1-methyl-2-oxo-2-[[2,2,3,3-tetradeuterio-6-(2,6-difluorobenzoyl)-5H-thieno[2,3-e][1,4]dioxepin-7-yl]amino]ethyl]carbamate C[C@@H](C(NC1=C(C2=C(OC(C(OC2)([2H])[2H])([2H])[2H])S1)C(C1=C(C=CC=C1F)F)=O)=O)NC(OC(C)(C)C)=O